3-(3,5-difluoro-4-formyl-phenoxy)-azetidine-1-carboxylic acid tert-butyl ester C(C)(C)(C)OC(=O)N1CC(C1)OC1=CC(=C(C(=C1)F)C=O)F